(S)-2-(N-[4-Amino-5-[4-[2-(isopropylamino)-2-oxoethoxy]benzoyl]thiazol-2-yl]-4-fluoroanilino)propanamid NC=1N=C(SC1C(C1=CC=C(C=C1)OCC(=O)NC(C)C)=O)N(C1=CC=C(C=C1)F)[C@H](C(=O)N)C